methyl 2-(3-aminobicyclo[1.1.1]pentan-1-yl)acetate NC12CC(C1)(C2)CC(=O)OC